(2S)-3-[6-(tert-Butoxycarbonylamino)spiro[3.3]heptane-2-yl]oxy-2-(9H-fluoren-9-ylmethoxycarbonylamino)propionic acid C(C)(C)(C)OC(=O)NC1CC2(CC(C2)OC[C@@H](C(=O)O)NC(=O)OCC2C3=CC=CC=C3C=3C=CC=CC23)C1